5-(2-Fluoro-6-methylphenyl)-3-(3-(8-methyl-3,8-diazabicyclo[3.2.1]octan-3-yl)phenyl)-1H-pyrazolo[4,3-c]pyridazin-6(5H)-on FC1=C(C(=CC=C1)C)N1N=C2C(=CC1=O)NN=C2C2=CC(=CC=C2)N2CC1CCC(C2)N1C